C1(CCC1)NCCC#N 3-(cyclobutylamino)propionitrile